ClC1=C(C(=O)N2N=C(C(=C2OCC=2SC(=CC2)Cl)F)C2CN(CCC2C(F)(F)F)C(=O)N2CCOCC2)C=CC=C1 4-{3-[1-(2-chlorobenzoyl)-5-[(5-chlorothiophen-2-yl)methoxy]-4-fluoro-1H-pyrazol-3-yl]-4-(trifluoromethyl)piperidine-1-carbonyl}morpholine